1-{5-[4-(Difluoromethoxy)benzenesulfonyl]-1H,2H,3H,4H,5H,6H-pyrrolo[3,4-c]pyrrol-2-yl}-2-(6-methylpyridin-3-yl)ethan-1-one 3,3-dimethyl-4-(4-phenyl-4,5-dihydrooxazol-2-yl)butanoate CC(CC(=O)O)(CC=1OCC(N1)C1=CC=CC=C1)C.FC(OC1=CC=C(C=C1)S(=O)(=O)N1CC2=C(C1)CN(C2)C(CC=2C=NC(=CC2)C)=O)F